4-mercaptophenylbutyric acid C1=CC(=CC=C1CCCC(=O)O)S